Cl.N1C(=CC=C1)C(=O)N 1H-pyrrole-2-carboxamide hydrochloride